2-((1E,3Z,5E)-3-bromo-5-(1,3,3-trimethylindolin-2-ylidene)penta-1,3-dienyl)-1,3,3-trimethyl-3H-indole-5-sulfonic acid Br/C(/C=C/C1N(C2=CC=C(C=C2C1(C)C)S(=O)(=O)O)C)=C\C=C/1\N(C2=CC=CC=C2C1(C)C)C